S(=O)(=O)(C1=CC=C(C)C=C1)N[C@@H](CCCNC(N)=N)C(=O)O Nα-Tosyl-L-arginine